(R)-N-(4-tert-butyl-3-fluorophenyl)-2-((3-hydroxy-1,2-oxazol-5-yl)acetyl)-6-methoxymethyl-1,2,3,4-tetrahydroisoquinoline-1-carboxamide C(C)(C)(C)C1=C(C=C(C=C1)NC(=O)[C@@H]1N(CCC2=CC(=CC=C12)COC)C(CC1=CC(=NO1)O)=O)F